C(CCCCCC)C(C(=O)O[C@@H]1CC2(C[C@H]1OC(C(CCCCCCC)CCCCCCC)=O)CCN(CC2)CCCCO[Si](C)(C)C(C)(C)C)CCCCCCC |r| rac-(2R,3R)-8-(4-((tert-Butyldimethylsilyl)-oxy)butyl)-8-azaspiro[4.5]decane-2,3-diyl bis(2-heptylnonanoate)